C(C=C)(=O)N1CCC(CC1)N1CC(C1)N1N=C(C(=C1)C=1C(=NC(=CC1)C1=NNC=C1)C(=O)N)C(F)F (1-(1-(1-acryloylpiperidin-4-yl)azetidin-3-yl)-3-(difluoromethyl)-1H-pyrazol-4-yl)-6-(1H-pyrazol-3-yl)-2-picolinamide